F[C@H]1CN(CCC1C1=CC2=C(NC(N2C)=O)C=C1)C(=O)OC(C)(C)C Tert-butyl (3R)-3-fluoro-4-(3-methyl-2-oxo-1H-benzimidazol-5-yl)piperidine-1-carboxylate